ClC1=NC(=NC=C1OC1=C(C(=O)N(C(C)C)CC)C=C(C=C1)F)C ((4-chloro-2-methylpyrimidin-5-yl)oxy)-N-ethyl-5-fluoro-N-isopropylbenzamide